C1(=CC=CC=C1)C1=C2CCN(CC2=CC=C1)C(=O)[C@H]1N(CCC1)C(=O)OC(C)(C)C tert-butyl (S)-2-(5-phenyl-1,2,3,4-tetrahydroisoquinoline-2-carbonyl)pyrrolidine-1-carboxylate